OC1=CC=C(C=C1)N1CCN(CC1)C([C@@H](C1=CC=CC=C1)NC(C)=O)=O N-{(1R)-2-[4-(4-Hydroxyphenyl)piperazin-1-yl]-2-oxo-1-phenylethyl}acetamide